C(CCC)OC(=O)NC1=CC=CC=C1 butoxycarbonylaniline